ClC=1C=C2N(C(C=3N(C2=CC1)C=CN3)=O)C3=C(C=CC=C3)C 7-chloro-5-(o-Tolyl)Imidazolo[1,2-a]Quinoxaline-4(5H)-on